(S)-tert-butyl 4-(6-bromo-2-chloroquinazolin-4-yl)-3-phenylpiperazine-1-carboxylate BrC=1C=C2C(=NC(=NC2=CC1)Cl)N1[C@H](CN(CC1)C(=O)OC(C)(C)C)C1=CC=CC=C1